O[C@@H]1C[C@H](N(C1)C(CC1=CC(=NO1)C)=O)C(=O)NCC1CN(CC1)C1=CC=CC=C1 (2S,4R)-4-hydroxy-1-(2-(3-methylisoxazol-5-yl)acetyl)-N-((1-phenylpyrrolidin-3-yl)methyl)pyrrolidine-2-carboxamide